bis[2-(di-tert-butylphosphanyl)cyclopenta-2,4-dien-1-yl]iron C(C)(C)(C)P(C=1C(C=CC1)[Fe]C1C(=CC=C1)P(C(C)(C)C)C(C)(C)C)C(C)(C)C